CP(C=1C(=CC=C2C(=CNC12)C1=NC(=NC=C1C(F)(F)F)N[C@@H]1CN(CCC1)CCCCCCN)C(=O)O)(=O)C 7-[dimethyl(oxo)-λ5-phosphoranyl]-3-(2-{[(3S)-1-(6-aminohexyl)hexahydropyridin-3-yl]amino}-5-(trifluoromethyl)pyrimidin-4-yl)-1H-indole-6-carboxylic acid